2,6-dihydroxyhexanenitrile OC(C#N)CCCCO